4''-(1,1-Dimethyl-heptyl)-3,5-dimethyl-biphenyl CCCCCCC(C)(C)C1=CC=C(C=C1)C2=CC(=CC(=C2)C)C